FC1=CC2=C(C(=NO2)C2CCN(CC2)CCCCOC=2C=CC(N(N2)C2=CC=C(C=C2)F)=O)C=C1 6-(4-(4-(6-fluorobenzo[d]isoxazol-3-yl)piperidin-1-yl)butoxy)-2-(4-fluorophenyl)pyridazin-3(2H)-one